C([2H])([2H])([2H])N(CC([2H])([2H])C1=CNC=2C=CC=C(C12)O)C([2H])([2H])[2H] 3-(2-(bis(methyl-d3)amino)ethyl-1,1-d2)-1H-indol-4-ol